tert-butyl N-[(2S)-3-[4-[(R)-[4,5-dichloro-2-(prop-2-en-1-yloxy)phenyl]([[(S)-2-methylpropane-2-sulfinyl]amino])methyl]piperidin-1-yl]-2-hydroxy-3-oxopropyl]carbamate ClC1=CC(=C(C=C1Cl)[C@@H](C1CCN(CC1)C([C@H](CNC(OC(C)(C)C)=O)O)=O)N[S@@](=O)C(C)(C)C)OCC=C